C(C)S(=O)(=N)CC diethyl-(imino)-λ6-sulfanone